1H-4,2,1-benzoxathiazine N1SCOC2=C1C=CC=C2